6-[1-(2-fluoro-6-methyl-phenyl)-piperidin-4-yl]-4-(2-trifluoromethyl-benzyl)-2,4,6,7-tetrahydro-pyrazolo[4,3-d]Pyrimidin-5-one FC1=C(C(=CC=C1)C)N1CCC(CC1)N1C(N(C=2C(C1)=NNC2)CC2=C(C=CC=C2)C(F)(F)F)=O